6-(4-((R)-3-(tert-butoxy)-2-hydroxy-3-oxopropoxy)phenyl)-2-(3-((tert-butoxycarbonyl)amino)propoxy)-2,3-dihydro-1H-pyrazolo[1,2-a]pyrazol-4-ium C(C)(C)(C)OC([C@@H](COC1=CC=C(C=C1)C=1C=[N+]2N(C1)CC(C2)OCCCNC(=O)OC(C)(C)C)O)=O